2-(2-aminopropyl)piperazine methoxycrotonate CO/C(/C(=O)O)=C\C.NC(CC1NCCNC1)C